1-(3,5-dichloro-2-fluorophenyl)ethanone (Z)-3-octadecenyl-acetate C(C\C=C/CCCCCCCCCCCCCC)CC(=O)O.ClC=1C(=C(C=C(C1)Cl)C(C)=O)F